(rac)-(6-(3-cyclopropyl-4-fluorophenyl)-2-azaspiro[3.4]oct-2-yl)((1s,3s)-3-hydroxy-3-methylcyclobutyl)methanone C1(CC1)C=1C=C(C=CC1F)[C@H]1CC2(CN(C2)C(=O)C2CC(C2)(C)O)CC1 |r|